C1(=CC=CC=C1)NC(=O)N1C2CNC(C1)C2 N-phenyl-2,5-diazabicyclo[2.2.1]heptan-2-carboxamide